C(C)C(C(C(=O)O)C(=O)O)(C1=C2N(C(N1)=S)C[C@H](C2)C2=C(C(=CC(=C2F)F)F)F)CC.COC=2C=C(C=C(C2OC)OC)C(C)C2=C(C=C(O)C=C2)O 4-[1-(3,4,5-trimethoxyphenyl)ethyl]resorcinol diethyl-(R)-2-((6-(2,3,5,6-tetrafluorophenyl)-3-thioxo-2,5,6,7-tetrahydro-3H-pyrrolo[1,2-c]imidazol-1-yl)methyl)malonate